2-(3-aminotetrahydrofuran-3-yl)-2-hydroxyacetamide Hydrochloride Cl.NC1(COCC1)C(C(=O)N)O